2,4-dichloro-6-methylsulfanyl-pyrimido[5,4-D]pyrimidine ClC=1N=C(C2=C(N1)C=NC(=N2)SC)Cl